1-((3s,5R)-1-propenoyl-5-((R)-1-hydroxyethyl)pyrrolidin-3-yl)-5-amino-3-((6-chloro-1-cyclopropyl-2-methyl-1H-benzo[d]imidazol-5-yl)ethynyl)-1H-pyrazole-4-carboxamide C(C=C)(=O)N1C[C@H](C[C@@H]1[C@@H](C)O)N1N=C(C(=C1N)C(=O)N)C#CC1=CC2=C(N(C(=N2)C)C2CC2)C=C1Cl